C(C1=CC=CC=C1)O[C@@H]1[C@H](O[C@@H]([C@H]([C@H]1OCC1=CC=CC=C1)OCC1=CC=CC=C1)C#C)CO ((2R,3R,4R,5R,6R)-3,4,5-tris(benzyloxy)-6-ethynyltetrahydro-2H-pyran-2-yl)methanol